C(CC)NCCC1=CC=C(C=C1)O propyl-para-hydroxyphenylethylamine